di(n-dodecyl) thiodipropionate S(CCC(=O)OCCCCCCCCCCCC)CCC(=O)OCCCCCCCCCCCC